FC1=C(C=C(C=C1)C)NC(=O)C1=CC=NN1 N-(2-fluoro-5-methylphenyl)-1H-pyrazole-5-carboxamide